C(#N)C1=C(C(=CC2=C1OC1(CC1)CN2C)F)C2=C(C=NN2C)C2=CC=C1C(NN=CC1=C2)=O 7-(5-(8-cyano-6-fluoro-4-methyl-3,4-dihydrospiro[benzo[b][1,4]Oxazine-2,1'-cyclopropan]-7-yl)-1-methyl-1H-pyrazol-4-yl)-4-oxo-3,4-dihydro-phthalazine